ethyl 1-amino-3-fluoropyrrole-2-carboxylate NN1C(=C(C=C1)F)C(=O)OCC